S(=O)(=O)(O)O.OC1[C@H](N)[C@@H](O)[C@H](O)[C@H](O1)CO D-Glucosamine Sulfate